6-docosanoyl-ascorbic acid C(CCCCCCCCCCCCCCCCCCCCC)(=O)C([C@@H]([C@@H]1C(=C(C(=O)O1)O)O)O)O